2-{6-azaspiro[2.5]octan-6-yl}-N-[8-(4,4-difluoropiperidin-1-yl)-1,7-naphthyridin-6-yl]-4-(1-hydroxypropane-2-sulfonamido)benzamide C1CC12CCN(CC2)C2=C(C(=O)NC=1C=C3C=CC=NC3=C(N1)N1CCC(CC1)(F)F)C=CC(=C2)NS(=O)(=O)C(CO)C